C(C)OC1=NC=CC=C1C1=NC=2CN(C[C@]3(C2C=C1)[C@@H](CNCC3)CC)C(CCNC(OC(C)(C)C)=O)=O |r| rac-tert-butyl (3-((3S,4S)-2'-(2-ethoxypyridin-3-yl)-3-ethyl-6'H-spiro[piperidine-4,5'-[1,7]naphthyridin]-7'(8'H)-yl)-3-oxopropyl)carbamate